1-(2-bromo-4-nitrophenyl)-1H-imidazole BrC1=C(C=CC(=C1)[N+](=O)[O-])N1C=NC=C1